7-(2,3-Dichloro-6-methoxyphenyl)-2-(2-methoxyethyl)imidazo[1,2-a]pyridine ClC1=C(C(=CC=C1Cl)OC)C1=CC=2N(C=C1)C=C(N2)CCOC